4-isopropyl-2-(2-methoxyphenyl)oxazoline C(C)(C)C1N=C(OC1)C1=C(C=CC=C1)OC